tert-Butyl 7-[3-(Cyclopropylmethoxycarbonylamino)-7-fluoro-6-isoquinolyl]-8-methyl-2,3-dihydropyrido[2,3-b][1,4]oxazine-1-carboxylate C1(CC1)COC(=O)NC=1N=CC2=CC(=C(C=C2C1)C1=C(C2=C(OCCN2C(=O)OC(C)(C)C)N=C1)C)F